N1=CC=C(C=C1)S(=O)CC(C(=O)O)CCC(=O)O 2-[[(4-pyridyl)sulfinyl]methyl]pentanedioic acid